[2-(6-Fluoro-2,4-dimethyl-indol-1-yl)-ethyl]-[6-(4-isoxazol-3-yl-phenyl)-pyrimidin-4-yl]-amine FC1=CC(=C2C=C(N(C2=C1)CCNC1=NC=NC(=C1)C1=CC=C(C=C1)C1=NOC=C1)C)C